tert-butyl 2-(7-{1-[5-acetyl-1-(oxan-4-yl)-4H,6H,7H-pyrazolo[4,3-c]pyridin-3-yl]-7-(difluoromethyl)-3,4-dihydro-2H-quinolin-6-yl}-4-(azetidin-1-yl)pyrrolo[3,2-c]pyridazin-5-yl)acetate C(C)(=O)N1CC2=C(CC1)N(N=C2N2CCCC1=CC(=C(C=C21)C(F)F)C2=CN(C1=C2N=NC=C1N1CCC1)CC(=O)OC(C)(C)C)C1CCOCC1